N-((3s,5s)-1-((3s,4r)-1-(tert-butyl)-4-(4-chlorophenyl)pyrrolidin-3-carbonyl)-5-(morpholine-4-carbonyl)pyrrolidin-3-yl)-N-((1s,4r)-4-methylcyclohexyl)trimethylacetamide C(C)(C)(C)N1C[C@H]([C@@H](C1)C1=CC=C(C=C1)Cl)C(=O)N1C[C@H](C[C@H]1C(=O)N1CCOCC1)N(C(C(C)(C)C)=O)C1CCC(CC1)C